O[C@]1(C(N(CC1)C)=O)C1=C(C=CC(=C1)B1OC(C(O1)(C)C)(C)C)C (S)-3-hydroxy-1-methyl-3-(2-methyl-5-(4,4,5,5-tetramethyl-1,3,2-dioxaborolan-2-yl)phenyl)pyrrolidin-2-one